N1=CN=C(C=C1)CC1=NNC=2C1=NC=CC2 (pyrimidin-4-ylmethyl)pyrazolo[4,3-b]pyridin